1-(6-methoxy-3,4-dihydro-2H-benzo[b][1,4]oxazin-7-yl)-N-(2-(2-methyl-6-oxomorpholino)ethyl)-6-(pyrazolo[1,5-a]pyrimidin-3-yl)-1H-pyrazolo[4,3-c]pyridine-3-carboxamide COC1=CC2=C(OCCN2)C=C1N1N=C(C=2C=NC(=CC21)C=2C=NN1C2N=CC=C1)C(=O)NCCN1CC(OC(C1)=O)C